[1,1'-biphenyl]-2-carboxylic acid tert-butyl ester C(C)(C)(C)OC(=O)C=1C(=CC=CC1)C1=CC=CC=C1